N-((3S,4R)-3-fluoro-1-isopropylpiperidin-4-yl)-2-(3-((2-methoxy-4-(methylsulfonyl)phenyl)amino)prop-1-yn-1-yl)-3-vinylpyrazolo[1,5-a]pyridin-7-amine F[C@H]1CN(CC[C@H]1NC1=CC=CC=2N1N=C(C2C=C)C#CCNC2=C(C=C(C=C2)S(=O)(=O)C)OC)C(C)C